(R)-(6-chloropyridin-3-yl)(cyclopropyl)(imino)-λ6-sulfanone ClC1=CC=C(C=N1)[S@@](=O)(=N)C1CC1